C(C1=CC=CC=C1)C1(C(C=CC=C1)NC)N 1-benzyl-N2-methylbenzene-1,2-diamine